4-[2-(2-aminopyridin-3-yl)-5-phenylimidazo[4,5-b]pyridin-3-yl]-N-(2-{3-[(tert-butyldimethylsilyl)oxy]-4-(1,3-dioxolan-2-yl)phenyl}ethyl)benzenesulfonamide NC1=NC=CC=C1C1=NC=2C(=NC(=CC2)C2=CC=CC=C2)N1C1=CC=C(C=C1)S(=O)(=O)NCCC1=CC(=C(C=C1)C1OCCO1)O[Si](C)(C)C(C)(C)C